NC1CC(N(C1)C)NC=1N=C(N(C1)C)C(=O)OCC ethyl 4-(4-amino-1-methylpyrrolidin-2-ylamino)-1-methylimidazole-2-carboxylate